N-(1-((1R,3S,5R,7R)-adamantan-2-yl)-2-((2-((R)-4-isopropyl-2-oxoimidazolidin-1-yl)-2-(methylcarbamoyl)-2,3-dihydro-1H-inden-5-yl)amino)-2-oxoethyl)-1-methyl-1H-pyrazole-5-carboxamide C12C(C3CC(CC(C1)C3)C2)C(C(=O)NC=2C=C3CC(CC3=CC2)(C(NC)=O)N2C(N[C@@H](C2)C(C)C)=O)NC(=O)C2=CC=NN2C